C(CCC)SC1=NN=C(S1)C=1C(=C(C(=O)N)C=CC1)C(F)(F)F (5-(butylthio)-1,3,4-thiadiazole-2-yl)-2-(trifluoromethyl)benzamide